C(C)(C)(C)OC(N[C@H](C(=O)NC=1C=C2OC=3C=C(C=CC3C3(C2=CC1)OCC1=CC=CC=C13)OC)CC(C)C)=O tert-Butyl((2S)-1-((3'-methoxy-3H-spiro[isobenzofuran-1,9'-xanthen]-6'-yl)amino)-4-methyl-1-oxopentan-2-yl)carbamate